C(C)(=O)OCC(=O)NC1=CC=C(C=C1)Br 2-((4-bromophenyl)amino)-2-oxoethyl acetate